(1aRS,7bSR)-5-[2-(1-ethylazetidin-3-yl)-4-fluorobenzenesulfonylamino]-1,1a,2,7b-tetrahydro-cyclopropa[c]chromene-4-carboxylic acid C(C)N1CC(C1)C1=C(C=CC(=C1)F)S(=O)(=O)NC1=CC=C2[C@@H]3[C@H](COC2=C1C(=O)O)C3 |r|